ethyl 3-(3-fluoro-4-methoxyphenyl)-3-(2-(4-oxopentyl)thiazol-4-yl)propanoate FC=1C=C(C=CC1OC)C(CC(=O)OCC)C=1N=C(SC1)CCCC(C)=O